CC1CCC(C(C1)OCC(CO)O)C(C)C 3-(5-methyl-2-isopropylcyclohexyloxy)-1,2-propanediol